COC=1C=C(C=CC1)C1=CC=C(C=C1)CN1C2=C(C=C1)SC=C2C(=O)NC2CC1(CC(C1)C(=O)O)C2 6-(4-((3'-methoxy-[1,1'-biphenyl]-4-yl)methyl)-4H-thieno[3,2-b]pyrrole-3-carboxamido)spiro[3.3]heptane-2-carboxylic acid